C1(=CC=CC=C1)C=C1C=C(C(C(=C1)C1=CC=CC=C1)=O)C1=CC=CC=C1 4-phenylmethylene-2,6-diphenyl-2,5-cyclohexadien-1-one